1-(3-(4-CYCLOPROPYL-4-HYDROXYPIPERIDINE-1-CARBONYL)-6-FLUOROQUINOLIN-4-YL)-4-PHENYLPIPERIDINE-4-CARBONITRILE C1(CC1)C1(CCN(CC1)C(=O)C=1C=NC2=CC=C(C=C2C1N1CCC(CC1)(C#N)C1=CC=CC=C1)F)O